CNS(=O)C(C)(C)C N,2-dimethylpropane-2-sulfinamide